C(#N)N=S(=O)(\C=C\[C@@H]1N(CCC1)C([2H])([2H])[2H])[N-]C(NC1=C2CCCC2=CC=2CCCC12)=O.[Na+] Sodium ((E)-N-cyano-2-((R)-1-(methyl-d3)pyrrolidin-2-yl)vinylsulfonimidoyl)((1,2,3,5,6,7-hexahydro-s-indacen-4-yl)carbamoyl)amide